(3R)-4-methoxybutane-1,3-diol COC[C@@H](CCO)O